COC=1C=C(C=CC1)C1=CC(=CC(=C1)OC)[C@H](CC(=O)OCC)NC(=O)NC=1C(N(C=CC1O)C)=O ethyl (S)-3-(3',5-dimethoxybiphenyl-3-yl)-3-(3-(4-hydroxy-1-methyl-2-oxo-1,2-dihydropyridin-3-yl)ureido)propanoate